tert-butyl (1-(((1R,2S)-2-(((2-(2,6-dioxopiperidin-3-yl)-1,3-dioxoisoindolin-4-yl)amino)methyl)cyclopropyl)methyl)piperidin-4-yl)carbamate O=C1NC(CCC1N1C(C2=CC=CC(=C2C1=O)NC[C@@H]1[C@@H](C1)CN1CCC(CC1)NC(OC(C)(C)C)=O)=O)=O